(S)-5-methyl-N-(3-(1-((2-phenyl-2H-pyrazolo[3,4-b]pyrazin-6-yl)amino)ethyl)phenyl)nicotinamide CC=1C=NC=C(C(=O)NC2=CC(=CC=C2)[C@H](C)NC=2C=NC=3C(N2)=NN(C3)C3=CC=CC=C3)C1